N[C@@H](C(=O)N)CCCCNC(=O)NC(CO)(COCC(CO)CO)COCC(CO)CO (R)-2-amino-6-(3-(1-hydroxy-3-(3-hydroxy-2-(hydroxymethyl)propoxy)-2-((3-hydroxy-2-(hydroxymethyl)propoxy)methyl)propan-2-yl)ureido)hexanamide